L-2-deoxy-D-glucose O=CC[C@H](O)[C@H](O)[C@H](O)CO